N1N=CC=2C1=NC=NC2C=2C=C1CCCC(C1=CC2)NC(C2=CC(=C(C=C2)Cl)F)=O N-(6-(1H-pyrazolo[3,4-d]pyrimidin-4-yl)-1,2,3,4-tetrahydronaphthalen-1-yl)-4-chloro-3-fluorobenzamide